C(C)SC=1C=C(C=NC1C1=NC2=C(N=NC(=C2)C(F)(F)F)N1C)OC(C#N)(C)C 2-[[5-Ethylsulfanyl-6-[7-methyl-3-(trifluoromethyl)imidazo[4,5-c]pyridazin-6-yl]-3-pyridyl]oxy]-2-methyl-propanenitrile